FC=1C=C2C=C(NC2=CC1)[C@H](N1C(C2=CC(=CC=C2C1)C1=CC=C(C=C1)C=1CCNCC1)=O)C1=C(C=CC(=C1)F)O (R)-2-((5-fluoro-1H-indol-2-yl)(5-fluoro-2-hydroxyphenyl)methyl)-6-(4-(1,2,3,6-tetrahydropyridin-4-yl)phenyl)isoindolin-1-one